N1(N=CC=C1)C(C)=O 1-(1H-Pyrazol-1-yl)ethanon